N-t-Butoxycarbonyl-2-aminopropionaldehyde C(C)(C)(C)OC(=O)NC(C=O)C